[Si](O)(O)(O)F fluoro-silicic acid